NC=1C(=NC=C(N1)N1CCC2(CC1)[C@@H](C=1C(=NC=CC1)C2)N)SC2=C1C(CN(C1=CC=C2)C(C)=O)(F)F (S)-1-(4-((3-amino-5-(5-amino-5,7-dihydrospiro[cyclopenta[b]pyridine-6,4'-piperidin]-1'-yl)pyrazin-2-yl)thio)-3,3-difluoroindolin-1-yl)ethan-1-one